C(C1=CC=CC=C1)OC1=C(C=C(C=N1)NCCC(=O)OC(C)(C)C)C(F)(F)F tert-Butyl 3-((6-(benzyloxy)-5-(trifluoromethyl)pyridin-3-yl)amino)propanoate